N-methylglycine ethyl ester trifluoroacetate FC(C(=O)O)(F)F.C(C)OC(CNC)=O